ergosta-5,7,22,24(28)-tetraenol C[C@H](C=CC(=C)C(C)CO)[C@H]1CC[C@@H]2[C@@]1(CC[C@H]3C2=CC=C4[C@@]3(CCCC4)C)C